ClC1=C(C=C(C=C1Cl)Cl)C=1OC=C(N1)C#N (2,3,5-trichlorophenyl)oxazole-4-carbonitrile